CN1N=CC=2N=NC(=CC21)C=2C(NC(NC2)=O)=O 5-(1-methylpyrazolo[4,3-c]pyridazin-6-yl)-1H-pyrimidine-2,4-dione